BrC=1C=C(SC1)\C=N\S(=O)C(C)(C)C N-[(1E)-(4-bromothiophen-2-yl)methylidene]-2-methylpropane-2-sulfinamide